1-(1-(3-chlorophenyl)-2-hydroxyethyl)-3-(1-(2-((2-chloro-phenyl)amino)-5-methylpyrimidin-4-yl)-1H-pyrazol-4-yl)urea ClC=1C=C(C=CC1)C(CO)NC(=O)NC=1C=NN(C1)C1=NC(=NC=C1C)NC1=C(C=CC=C1)Cl